((2R,5S)-5-(aminomethyl)tetrahydrofuran-2-yl)methanol NC[C@@H]1CC[C@@H](O1)CO